CN1N=C(N=N1)C1=NC=C(C=C1)C1=C(C=C(C=C1)N1CO[C@H](C1)CO)F (R)-3-[4-[2-(2-methyltetrazol-5-yl)pyridine-5-yl]-3-fluorophenyl]-5-hydroxymethyl-oxazolidine